(S)-3-(1-((2-amino-5-chloropyridin-3-yl)oxy)ethyl)-N-(m-tolyl)benzamide NC1=NC=C(C=C1O[C@@H](C)C=1C=C(C(=O)NC=2C=C(C=CC2)C)C=CC1)Cl